(R)-1-cyclopropyl-4-(3-methoxy-4-((6-(3-phenylisoxazolidin-2-yl)pyrimidin-4-yl)amino)phenyl)-1,4-azaphosphinan 4-oxide C1(CC1)N1CCP(CC1)(C1=CC(=C(C=C1)NC1=NC=NC(=C1)N1OCC[C@@H]1C1=CC=CC=C1)OC)=O